OC1(CC(C1)C(=O)N1CC2(C1)CC(C2)CN2C=CC=1C2=NC(=CC1)C(F)(F)F)C ((1s,3s)-3-Hydroxy-3-methylcyclobutyl)(6-((6-(trifluoromethyl)-1H-pyrrolo[2,3-b]pyridin-1-yl)methyl)-2-azaspiro[3.3]heptan-2-yl)methanone